C1(=CC=CC=C1)CS(=O)(=O)OC1=C(O[C@@](C1=O)([2H])C1=C(C(=CC=C1)Cl)Cl)N (S)-2-amino-5-(2,3-dichlorophenyl)-4-oxo-4,5-dihydrofuran-3-yl-5-d phenylmethanesulfonate